tert-Butylperoxyacetat C(C)(C)(C)OOC(C)=O